ClCCCOC1=CC(=C(C(=O)OC)C=C1OC)[N+](=O)[O-] methyl 4-(3-chloropropoxy)-5-methoxy-2-nitrobenzoate